N-((5-chloro-8-hydroxyquinolin-7-yl)(pyridin-2-yl)methyl)butyramide ClC1=C2C=CC=NC2=C(C(=C1)C(NC(CCC)=O)C1=NC=CC=C1)O